copper 4-methylpentan-2-ol dithiophosphate P(=S)([O-])([O-])OC(C)CC(C)C.[Cu+2]